2-((S)-1-oxo-7-((R)-1-tritylaziridine-2-carbonyl)-2,7-diazaspiro[4.4]nonan-2-yl)acetamide 2,2,2-Trichloroethyl-((3-methyl-2-phenylbutanoyl)oxy)carbamate ClC(COC(NOC(C(C(C)C)C1=CC=CC=C1)=O)=O)(Cl)Cl.O=C1N(CC[C@]12CN(CC2)C(=O)C2[N@@](C2)C(C2=CC=CC=C2)(C2=CC=CC=C2)C2=CC=CC=C2)CC(=O)N